ClC1=CC=C(CN(C2=NC=CC(=N2)C#N)CC(C)(C)C)C=C1 2-((4-Chlorobenzyl)(neopentyl)amino)pyrimidine-4-carbonitrile